2-amino-3-(5-((4-(cyclopropylamino)-5-(trifluoromethyl)pyrimidin-2-yl)amino)-4-methoxypyridin-2-yl)propionic acid NC(C(=O)O)CC1=NC=C(C(=C1)OC)NC1=NC=C(C(=N1)NC1CC1)C(F)(F)F